CC1=C(C=CC(=C1)OC1=CC=C(C(=N1)C)NC)C1=C(C=CC=C1)C 6-((2,2'-dimethyl-[1,1'-biphenyl]-4-yl)oxy)-N,2-dimethylpyridine-3-amine